C(CCCCCCC)(=O)N[C@@H](CC(=O)[O-])C(=O)[O-] octanoylaspartic acid anion